C(C)(C)C1=C(NC2=CC=C(C=C12)C1CCNCC1)C=1C(=CC=2N(C1)N=CN2)CO (6-(3-isopropyl-5-(piperidin-4-yl)-1H-indol-2-yl)-[1,2,4]triazolo[1,5-a]pyridin-7-yl)methanol